BrC1=CC=CC(=N1)NC(CN(C(CN1N=C(C2=CC(=CC=C12)C(=O)OC)C(N)=O)=O)C(C)C)=O Methyl 1-(2-((2-((6-bromopyridin-2-yl) amino)-2-oxoethyl) (isopropyl) amino)-2-oxoethyl)-3-carbamoyl-1H-indazole-5-carboxylate